4-Chloro-1-(3-((2-oxopyrrolidin-1-yl)methyl)benzyl)-1H-imidazo[4,5-c]quinoline ClC1=NC=2C=CC=CC2C2=C1N=CN2CC2=CC(=CC=C2)CN2C(CCC2)=O